OCCC1=CC=C(N=N1)C#N 6-(2-hydroxyethyl)pyridazine-3-carbonitrile